ClC=1C(=NC(=CC1)O)C=O 3-CHLORO-6-HYDROXYPICOLINALDEHYDE